OCCN1CCC(CC1)NC1=C2C=C(N(C2=CC=C1)CC(F)(F)F)C#CCNC1=CC=C(C=C1)S(=O)(=O)N 4-{[3-(4-{[1-(2-hydroxyethyl)piperidin-4-yl]amino}-1-(2,2,2-trifluoroethyl)-1H-indol-2-yl)prop-2-yn-1-yl]amino}benzene-1-sulfonamide